CC=1C=C(C=CC1C)N1C(CC(C1)C(=O)N1CCC(CC1)C1=NOC(=N1)C1=CC=C(C=C1)C)=O 1-(3,4-dimethylphenyl)-4-(4-(5-(p-tolyl)-1,2,4-oxadiazol-3-yl)piperidine-1-carbonyl)pyrrolidin-2-one